(1S,3R)-3-[[3-[3-(trifluoromethyl)phenyl]imidazo[1,2-b]pyridazin-6-yl]amino]cycloheptanol FC(C=1C=C(C=CC1)C1=CN=C2N1N=C(C=C2)N[C@H]2C[C@H](CCCC2)O)(F)F